C(C=C)(=O)O.C(C=C)(=O)O.C(C(O)CO)(=O)O glyceric acid diacrylate